rac-6-(1-(4-(trifluoromethyl)benzyl)-1H-benzo[d]imidazole-7-carboxamido)spiro[3.3]heptane-2-carboxylic acid FC(C1=CC=C(CN2C=NC3=C2C(=CC=C3)C(=O)NC3CC2(CC(C2)C(=O)O)C3)C=C1)(F)F